4-(((2-formyl-6-methylpyridin-3-yl)oxy)methyl)benzoic acid C(=O)C1=NC(=CC=C1OCC1=CC=C(C(=O)O)C=C1)C